CC=1C(C(=NN(C1)C1=CC=CC=C1)C(=O)O)=O 5-methyl-4-oxo-1-phenyl-1,4-dihydropyridazine-3-carboxylic acid